5,6-dichloro-1'-(2-hydroxyacetyl)-5'-methyl-1H-spiro[indole-3,3'-pyrrolidine] ClC=1C=C2C(=CC1Cl)NCC21CN(C(C1)C)C(CO)=O